tert-butyl 4-methylphenylcarbamate CC1=CC=C(C=C1)NC(OC(C)(C)C)=O